N-(6-Carbamoylpyridin-3-yl)-3-(4-fluoro-2-methoxyphenoxy)-6-(trifluoromethyl)pyridazine-4-carboxamide C(N)(=O)C1=CC=C(C=N1)NC(=O)C1=C(N=NC(=C1)C(F)(F)F)OC1=C(C=C(C=C1)F)OC